FC(CC1CC(C1)C=O)(F)F 3-(2,2,2-trifluoroethyl)cyclobutane-1-carbaldehyde